N-methyl-N-(2-hydroxyethyl)-4-amino-benzenealdehyde CN(C1=CC=C(C=C1)C=O)CCO